C(C1=CC=CC=C1)SC1=NC=CC(=C1)I (benzylthio)-4-iodopyridine